ClC1=C(C#N)C=CC(=N1)CN[C@H](C)C1=NC=CC=N1 (R)-2-chloro-6-(((1-(pyrimidin-2-yl)ethyl)amino)methyl)nicotinonitrile